C(C)(C)(C)OC(=O)N1C[C@]([C@H](C1)CC=C)(C(=O)OCC1=CC=CC=C1)N=[N+]=[N-] (3R,4S)-4-allyl-3-azidopyrrolidine-1,3-dicarboxylic acid 3-benzyl ester 1-tert-butyl ester